5-(4-((3-Ethyl-2-oxo-1H-1,6-naphthyridin-7-yl)methyl)piperazin-1-yl)-6-fluoro-N-(methyl-d3)pyridine-2-carboxamide C(C)C=1C(NC2=CC(=NC=C2C1)CN1CCN(CC1)C=1C=CC(=NC1F)C(=O)NC([2H])([2H])[2H])=O